hexylpiperidinium C(CCCCC)[NH+]1CCCCC1